(dimethylphosphoryl)-2-methylpyrido[3,4-d]pyrimidin-4-amine CP(=O)(C)C1=CN=CC=2N=C(N=C(C21)N)C